NC1=C(C=C(N=N1)C1=C(C=CC=C1)O)N1CC2CCC(C1)N2C2=CC(=NC=C2)C#CC2NCCC2 2-(6-amino-5-(8-(2-(pyrrolidin-2-ylethynyl)pyridin-4-yl)-3,8-diazabicyclo[3.2.1]oct-3-yl)pyridazin-3-yl)phenol